O1C=C(C=C1)N 3-Furanylamine